C(C)(C)NC1=NC(=CC2=C1N=C(N=C2)N[C@@H]2COCC2)C#N (S)-8-(isopropylamino)-2-((tetrahydrofuran-3-yl)amino)pyrido[3,4-d]pyrimidine-6-carbonitrile